OC1OCCOC1 2-hydroxy-1,4-dioxane